N'-(4-fluorophenyl)-2-methylquinoline-6-carbohydrazide FC1=CC=C(C=C1)NNC(=O)C=1C=C2C=CC(=NC2=CC1)C